di-tert-butyl diacetyltartrate C(C)(=O)C(C(C(=O)OC(C)(C)C)(O)C(C)=O)(O)C(=O)OC(C)(C)C